5-(3-((tert-Butoxycarbonyl)amino)pyrrolidin-1-yl)-2-methoxybenzoic acid methyl ester COC(C1=C(C=CC(=C1)N1CC(CC1)NC(=O)OC(C)(C)C)OC)=O